3-amino-6-(5-(3-amino-1,1,1-trifluoro-2-hydroxy-3-oxopropan-2-yl)-2-methylphenyl)-N-((S)-tetrahydrofuran-3-yl)pyrazine-2-carboxamide trifluoroacetate FC(C(=O)O)(F)F.NC=1C(=NC(=CN1)C1=C(C=CC(=C1)C(C(F)(F)F)(C(=O)N)O)C)C(=O)N[C@@H]1COCC1